(R)-N-(2-chloroethyl)-5-(2-(5-fluoro-2-methoxypyridin-3-yl)pyrrolidin-1-yl)pyrazolo[1,5-a]pyrimidine-3-carboxamide ClCCNC(=O)C=1C=NN2C1N=C(C=C2)N2[C@H](CCC2)C=2C(=NC=C(C2)F)OC